ONC(=N)C1=CC=C(C=C1)C=1C=C2C=CNC2=CC1 5-(4-hydroxycarbamimidoyl-phenyl)indole